F[C@H]1[C@@H](CN(CC1)C1=NC2=C(N1CC1=C(N=C(S1)C1=CC=CC=C1)C)C=C(C=C2)F)N (3r,4r)-4-fluoro-1-(6-fluoro-1-((4-methyl-2-phenylthiazol-5-yl)methyl)-1H-benzo[d]imidazol-2-yl)piperidin-3-amine